The molecule is a polycyclic cage compound that is a carboxamide obtained by the formal condensation of the amino group of 4-(acetylamino)-2-aminobutanoic acid with the carboxy group of the oxatetracyclic cage component. It is isolated from Streptomyces platensis. It has a role as a metabolite. It is a member of acetamides, a monocarboxylic acid, a cyclic ether, a cyclic ketone and a polycyclic cage. CC(=O)NCC[C@@H](C(=O)O)NC(=O)CC[C@]1([C@@H]2[C@@H]3C[C@@H]4C[C@]2(C[C@@]4(O3)C)C=CC1=O)C